(3S,4R)-1-{4-[(8-{3-[(azetidine-3-sulfonyl)methyl]azetidin-1-yl}-5-(propan-2-yl)isoquinolin-3-yl)amino]pyrimidin-2-yl}-3-fluoro-3-methylpiperidin-4-ol N1CC(C1)S(=O)(=O)CC1CN(C1)C=1C=CC(=C2C=C(N=CC12)NC1=NC(=NC=C1)N1C[C@]([C@@H](CC1)O)(C)F)C(C)C